4-chloro-6-cyclopropyloxy-3-fluoro-2-(4-iodo-1-methyl-1H-pyrazol-5-yl)benzonitrile ClC1=C(C(=C(C#N)C(=C1)OC1CC1)C1=C(C=NN1C)I)F